ClC=1C=C(C=C(C1)Cl)C1=NC=2C(=NC=C(C2)C(F)(F)F)N1S(=O)(=O)CC 2-(3,5-dichlorophenyl)-3-(ethylsulfonyl)-6-(trifluoromethyl)-3H-imidazo[4,5-b]pyridine